2,2,7-trifluoro-4-(4-methoxybenzyl)-6-(2,3,4,5-tetrafluorophenyl)-2H-benzo[b][1,4]oxazin-3(4H)-one FC1(C(N(C2=C(O1)C=C(C(=C2)C2=C(C(=C(C(=C2)F)F)F)F)F)CC2=CC=C(C=C2)OC)=O)F